2-(4-(2-fluoro-9-hydroxy-9-(trifluoromethyl)-9H-fluoren-4-yl)-1H-pyrazol-1-yl)-N'-(1-methyl-2-oxo-1,2-dihydroquinolin-4-yl)propanehydrazide FC1=CC=2C(C3=CC=CC=C3C2C(=C1)C=1C=NN(C1)C(C(=O)NNC1=CC(N(C2=CC=CC=C12)C)=O)C)(C(F)(F)F)O